5-(2-Chloro-4-methylphenyl)-1-(pyridin-3-ylmethyl)-1H-benzo[d]imidazole-7-carboxylic acid ClC1=C(C=CC(=C1)C)C1=CC2=C(N(C=N2)CC=2C=NC=CC2)C(=C1)C(=O)O